1-(1-methoxy-2-methylpropan-2-yl)-4-((5-phenyl-1,3,4-thiadiazol-2-yl)methyl)piperazine-2,3-dione COCC(C)(C)N1C(C(N(CC1)CC=1SC(=NN1)C1=CC=CC=C1)=O)=O